tert-butyl (3-(3-cyano-1-((5-mercapto-4-methyl-4H-1,2,4-triazol-3-yl)methyl)cyclobutyl)phenyl)carbamate C(#N)C1CC(C1)(CC1=NN=C(N1C)S)C=1C=C(C=CC1)NC(OC(C)(C)C)=O